[PH4+].N1C=NCC1 imidazoline, phosphonium salt